C(CCCCCCCCCCCCCCCCCCCCC)OC(CCCCCCCCCCCCCCCCC)=O Behenylstearat